CC1(OC(C2=CC=CC=C2C1)[C@H]1NCCC1)C (2S)-2-(3,3-dimethylisochroman-1-yl)pyrrolidine